CC(CC(=O)[O-])C β-methylbutyrate